4-tert-butylbenzyl 2,5-dihydroxybenzoate OC1=C(C(=O)OCC2=CC=C(C=C2)C(C)(C)C)C=C(C=C1)O